FC(CN1N=C(C=C1C1[C@H]2CC(C[C@@H]12)N1C[C@]2(CCS(C2)(=O)=O)CCC1)C(F)(F)F)F (R)-7-((1R,3s,5S,6R)-6-(1-(2,2-difluoroethyl)-3-(trifluoromethyl)-1H-pyrazol-5-yl)bicyclo[3.1.0]hexan-3-yl)-2-thia-7-azaspiro[4.5]decane 2,2-dioxide